(S)-1-(4-((2-((tert-butoxycarbonyl)amino)phenyl)carbamoyl)phenyl)ethyl 2-((R)-4-(4-chlorophenyl)-2,3,9-trimethyl-6H-thieno[3,2-f][1,2,4]triazolo[4,3-a][1,4]diazepin-6-yl)acetate ClC1=CC=C(C=C1)C1=N[C@@H](C=2N(C3=C1C(=C(S3)C)C)C(=NN2)C)CC(=O)O[C@@H](C)C2=CC=C(C=C2)C(NC2=C(C=CC=C2)NC(=O)OC(C)(C)C)=O